BrC1=CC(=C(C(=C1)[N+](=O)[O-])N[C@H]1[C@H](CCCC1)NC(=O)C1=CC(NC2=CC=C(C=C12)C)=O)C(NC)=O N-((1S,2R)-2-((4-bromo-2-(methylcarbamoyl)-6-nitrophenyl)amino)cyclohexyl)-6-methyl-2-oxo-1,2-dihydroquinoline-4-carboxamide